isopropyl trans-N-[4-[5-[4-[2-oxo-2-(azetidin-1-yl)ethyl]-2-(ethyl-sulfamoyl)phenyl]thiazol-2-yl]cyclohexyl]carbamate O=C(CC1=CC(=C(C=C1)C1=CN=C(S1)[C@@H]1CC[C@H](CC1)NC(OC(C)C)=O)S(NCC)(=O)=O)N1CCC1